C(#N)CCN1C=C(C2=CC=CC=C12)CC(=O)[O-] 1-(2-cyanoethyl)-1H-indole-3-acetate